[Cl-].C[N+](CCCCCCCC)(CCO)C dimethylhydroxyethyl-octyl-ammonium chloride